(4S)-1-cyclopropyl-N-{6,7-dimethoxy-1H,2H,3H-cyclopenta[b]quinolin-9-yl}azepan-4-amine C1(CC1)N1CC[C@H](CCC1)NC1=C2C(=NC=3C=C(C(=CC13)OC)OC)CCC2